1-cyclopropyl-2,2,2-trifluoroethaneamine hydrochloride Cl.C1(CC1)C(C(F)(F)F)N